titanium di-i-propoxy distearate C(CCCCCCCCCCCCCCCCC)(=O)OOC(C)C.C(CCCCCCCCCCCCCCCCC)(=O)OOC(C)C.[Ti]